bis-(4-isopropylbenzyl)-succinate C(C)(C)C1=CC=C(COC(CCC(=O)OCC2=CC=C(C=C2)C(C)C)=O)C=C1